tert-butyl N-{[1-(2H-1,3-benzodioxole-5-sulfonyl)-5-(2-fluorophenyl)-1H-pyrrol-3-yl]methyl}-N-methylcarbamate O1COC2=C1C=CC(=C2)S(=O)(=O)N2C=C(C=C2C2=C(C=CC=C2)F)CN(C(OC(C)(C)C)=O)C